ClC1=CC=C(C=C1)C1=NN(C(C2=CC(=C(C=C12)C)C)=O)C1=CC(=NC=C1)NC1COC1 4-(4-chlorophenyl)-6,7-dimethyl-2-[2-(oxetan-3-ylamino)-4-pyridyl]phthalazin-1-one